4-((5-Carbamoyl-2-((6-methoxy-2-methyl-1,2,3,4-tetrahydroisoquinolin-7-yl)amino)pyrimidin-4-yl)amino)-3-(dimethylphosphoryl)phenyl sulfurofluoridate dihydrochloride Cl.Cl.S(OC1=CC(=C(C=C1)NC1=NC(=NC=C1C(N)=O)NC1=C(C=C2CCN(CC2=C1)C)OC)P(=O)(C)C)(=O)(=O)F